C(C)(C)(C)N(C(O)=O)CCN1C(=NC=C1)Br.O1C(=CC2=C1C=CC=C2)C2=CC=C(C=C2)NC(CC=2SC=CC2)=O N-(4-(benzofuran-2-yl)phenyl)-2-(thiophen-2-yl)acetamide tert-butyl-(2-(2-bromo-1H-imidazol-1-yl)ethyl)carbamate